CC1=NC2=CC3=C(C=C2C(N1[C@@H]1C(NC(CC1)=O)=O)=O)CCNC3 (S)-3-(2-Methyl-4-oxo-6,7,8,9-tetrahydropyrido[4,3-g]quinazolin-3(4H)-yl)piperidine-2,6-dione